C(C)(C)(C)OC(=O)N1[C@H](C[C@@H](C1)F)C1=C(C=CC(=C1)F)O[C@H](C)CCCNC1=C(C=NC2=CC=C(C=C12)Br)N (2R,4S)-2-(2-((R)-5-(3-amino-6-bromoquinolin-4-ylamino)pent-2-yloxy)-5-fluorophenyl)-4-fluoropyrrolidine-1-carboxylic acid tert-butyl ester